BrC=1N(C=C(N1)CN1C(N=C(C2=CC=C(C=C12)C(F)(F)F)NC)=O)COCC[Si](C)(C)C 1-((2-bromo-1-((2-(trimethylsilyl)ethoxy)methyl)-1H-imidazol-4-yl)methyl)-4-(methylamino)-7-(trifluoromethyl)quinazolin-2(1H)-one